OC(=O)C(F)(F)F.BrC=1C=C(C=C(C1)NC1=NC(=NC=C1C1=CC=C(C=C1)C(F)(F)F)NC=1C=NN(C1)C)NC(C=C)=O N-[3-bromo-5-({2-[(1-methyl-1H-pyrazol-4-yl)amino]-5-[4-(trifluoromethyl)phenyl]pyrimidin-4-yl}amino)phenyl]prop-2-enamide TFA salt